C1(=CC=CC=C1)C(C(C(C)=O)C1=CC=C(C=C1)S(=O)(=O)O)=O 1-phenyl-2-(4-sulfophenyl)-2-acetyl-ethanone